((tert-Butoxycarbonyl)(methyl)amino)-4-(hydroxymethyl)benzoic acid methyl ester COC(C1=C(C=C(C=C1)CO)N(C)C(=O)OC(C)(C)C)=O